(S)-2-Boc-amino-4-(2-benzyloxy-ethoxy)butanoic acid methyl ester COC([C@@](CCOCCOCC1=CC=CC=C1)(C(=O)OC(C)(C)C)N)=O